C(\C=C\C)(=O)OC(\C=C\C)=O crotonic acid, Anhydride